4-{3-methoxy-4-[(pyridin-2-yl)methoxy]phenyl}-2H,6H,7H-pyrazolo[3,4-b]pyridin-6-one COC=1C=C(C=CC1OCC1=NC=CC=C1)C=1C=2C(NC(C1)=O)=NNC2